N-(2-(2-(cyclopropanesulfonamido)thiazol-4-yl)propan-2-yl)-4-(pyrazin-2-yl)benzamide C1(CC1)S(=O)(=O)NC=1SC=C(N1)C(C)(C)NC(C1=CC=C(C=C1)C1=NC=CN=C1)=O